ClC1=NC=CC2=C1N(CC=1C=CC=NC21)C 7-chloro-6-methyl-5,6-dihydropyrido[3,4-h][1,6]Naphthyridine